tert-butyl (S)-((1-(6-(2,2-difluorovinyl)-3-(2-fluorophenoxy)-2-(trifluoromethyl)phenyl)piperidin-3-yl)methyl)carbamate FC(=CC1=CC=C(C(=C1N1C[C@@H](CCC1)CNC(OC(C)(C)C)=O)C(F)(F)F)OC1=C(C=CC=C1)F)F